neo-Pentylsilan C(C(C)(C)C)[SiH3]